2-[4-[[(1R,2S)-2-hydroxycyclohexyl]amino]phthalazin-1-yl]-5-(trifluoromethyl)phenol O[C@@H]1[C@@H](CCCC1)NC1=NN=C(C2=CC=CC=C12)C1=C(C=C(C=C1)C(F)(F)F)O